4,6-dichloro-2-(4-((cyclopropylmethyl)sulfonyl)benzyl)-5-(2-(trifluoromethoxy)phenyl)-1H-benzo[d]imidazole ClC1=C(C(=CC=2NC(=NC21)CC2=CC=C(C=C2)S(=O)(=O)CC2CC2)Cl)C2=C(C=CC=C2)OC(F)(F)F